C1(CCCCC1)COC1=CC=C2C(CCOC2=C1)NC(C=C)=O N-{7-(cyclohexylmethoxy)chroman-4-yl}acrylamide